(S)-N-((S)-1-amino-4-methyl-1-oxopent-2-yl)-5-oxopyrrolidine-2-carboxamide NC([C@H](CC(C)C)NC(=O)[C@H]1NC(CC1)=O)=O